C(C1=CC=CC=C1)N1C(C2=C(C=3C=CC=NC13)CCNC2)=O 6-benzyl-2,3,4,6-tetrahydropyrido[3,4-c][1,8]naphthyridine-5(1H)-one